lactoate C(C(O)C)(=O)[O-]